{4-[(4-Trifluoromethylphenylamino)methyl]phenyl}carbamic acid ethyl ester C(C)OC(NC1=CC=C(C=C1)CNC1=CC=C(C=C1)C(F)(F)F)=O